[C@@H]1(CCC2=CC=CC=C12)NC1=C2N=CN(C2=NC(=N1)C#CCCC)[C@@H]1SC[C@H]([C@H]1O)O (2R,3R,4S)-2-[6-[[(1S)-indan-1-yl]amino]-2-pent-1-ynyl-purin-9-yl]tetrahydrothiophene-3,4-diol